1-(4-chloro-3,5-difluoro-phenyl)piperazine ClC1=C(C=C(C=C1F)N1CCNCC1)F